4-(1-methyl-1H-1,2,4-triazol-3-yl)-5-(trifluoromethyl)pyridin-2-amine CN1N=C(N=C1)C1=CC(=NC=C1C(F)(F)F)N